(Benzothiazol-2-ylthio)methyl thiocyanate S1C(=NC2=C1C=CC=C2)SCSC#N